(R)-(1-(((2-(dimethylamino)ethyl)(methyl)amino)methyl)-2,2-difluorocyclopropyl)methyl acetate C(C)(=O)OC[C@]1(C(C1)(F)F)CN(C)CCN(C)C